OC(CNC1=C(C=CC=C1)C)C1=NNC(N1)=O 3-(1-hydroxy-2-o-tolylaminoethyl)-1H-1,2,4-triazol-5(4H)-one